5-(4-(3-(4-(4-(4-amino-3-(4-phenoxyphenyl)-1H-pyrazolo[3,4-d]pyrimidin-1-yl)piperidine-1-carbonyl)piperazin-1-yl)propyl)piperazin-1-yl)-2-(2,6-dioxopiperidin-3-yl)isoindoline-1,3-dione NC1=C2C(=NC=N1)N(N=C2C2=CC=C(C=C2)OC2=CC=CC=C2)C2CCN(CC2)C(=O)N2CCN(CC2)CCCN2CCN(CC2)C=2C=C1C(N(C(C1=CC2)=O)C2C(NC(CC2)=O)=O)=O